(1-Benzylpiperidin-4-yl)-N-(2,4,6-trimethylphenyl)-2-furoamide C(C1=CC=CC=C1)N1CCC(CC1)C1=C(OC=C1)C(=O)NC1=C(C=C(C=C1C)C)C